ClC=1C=C(C=CC1N1CCCCC1)C1=CC=C(C=C1)SC=1N=NNC1C(=O)O 4-((3'-chloro-4'-(piperidin-1-yl)-[1,1'-biphenyl]-4-yl)thio)-1H-1,2,3-triazole-5-carboxylic acid